P(=O)(O[Si](C)(C)C)([O-])[O-].[Li+].[Li+] lithium (trimethylsilyl) phosphate